N-[3-chloro-1-(3-pyridinyl)-1H-pyrazol-4-yl]-N-ethyl-3-[(3,3,3-trifluoropropyl)sulfinyl]propionamide tert-butyl-5-(6-aminopyridin-3-yl)hexahydropyrrolo[3,4-c]pyrrole-2(1H)-carboxylate C(C)(C)(C)OC(=O)N1CC2CN(CC2C1)C=1C=NC(=CC1)N.ClC1=NN(C=C1N(C(CCS(=O)CCC(F)(F)F)=O)CC)C=1C=NC=CC1